FC=1C=C2C(=NNC2=CC1OCCOC)C1=CC(=NO1)C1=CC=C(C(=O)N2CC3(CC2)CCOCC3)C=C1 2-(4-{5-[5-Fluoro-6-(2-methoxyethoxy)-1H-indazol-3-yl]-1,2-oxazol-3-yl}benzoyl)-8-oxa-2-azaspiro[4.5]decane